iron-nickel-copper-cobalt [Co].[Cu].[Ni].[Fe]